C12(CC(C1)C2)C=2N=C1N(C=C(C(=C1)OC(C)C)C(=O)OC)C2 methyl 2-(bicyclo[1.1.1]pent-1-yl)-7-isopropoxylimidazo[1,2-a]pyridine-6-carboxylate